N-(cyclopropylmethyl)-1-(2,6-dimethoxyphenyl)-2-(6-ethoxypyridin-2-yl)-1H-imidazo[4,5-b]pyrazin-6-amine C1(CC1)CNC1=CN=C2C(=N1)N(C(=N2)C2=NC(=CC=C2)OCC)C2=C(C=CC=C2OC)OC